4-methyl-N-(2-(methylsulfonyl)pyridin-4-yl)-3-(trifluoromethyl)-1-((3-(trifluoromethyl)bicyclo-[1.1.1]pentan-1-yl)methyl)-1H-pyrazole-5-carboxamide CC=1C(=NN(C1C(=O)NC1=CC(=NC=C1)S(=O)(=O)C)CC12CC(C1)(C2)C(F)(F)F)C(F)(F)F